Methyl(4-(1-(3-(cyanomethyl)-1-(ethylsulfonyl)azetidin-3-yl)-1H-pyrazol-4-yl)-7H-pyrrolo[2,3-d]pyrimidin-7-yl)(S)-2-(4-isobutylphenyl)propanoate CC[C@@](C(=O)[O-])(C1=CC=C(C=C1)CC(C)C)N1C=CC2=C1N=CN=C2C=2C=NN(C2)C2(CN(C2)S(=O)(=O)CC)CC#N